BrC=1C=C(C2=C(N=C(O2)CBr)C1)Cl 5-bromo-2-(bromomethyl)-7-chlorobenzo[d]oxazole